ClCC(=O)C1=C(C=C(C=C1F)F)F 2-chloro-1-(2,4,6-trifluorophenyl)ethan-1-one